F[B-](F)(F)F.O=C1N(C(CC1)=O)OC(CCCCC[N+]1=C(C(C2=CC=CC=C12)(C)C)\C=C\C=C\C=C/1\N(C2=CC=CC=C2C1(C)C)C)=O 1-[6-(2,5-dioxopyrrolidin-1-yloxy)-6-oxohexyl]-3,3-dimethyl-2-[(1E,3E,5E)-5-(1,3,3-trimethylindolin-2-ylidene)penta-1,3-dienyl]-3H-indolium tetrafluoroborate